2-(benzyloxy)-1-[4-(chloromethoxy)cyclohexyl]-3,5-difluorobenzene C(C1=CC=CC=C1)OC1=C(C=C(C=C1F)F)C1CCC(CC1)OCCl